C(C)OC(C1=CC=C(C=C1)CCl)=O 4-(chloromethyl)-benzoic acid ethyl ester